ClC1=C2C(=NC=C1)C=CN2COCC[Si](C)(C)C 7-chloro-1-((2-(trimethylsilyl)ethoxy)methyl)-1H-pyrrolo[3,2-b]pyridin